C[C@@H]([C@@H]([C@H]([C@H](C(=O)C(=O)C)O)O)O)O acetylrhamnose